2-(morpholinyloxy)ethan-1-ol Tert-butyl-3,3-difluoro-4-(1,1,2,2,3,3,4,4,4-nonafluorobutylsulfonyloxy)-2,6-dihydropyridine-1-carboxylate C(C)(C)(C)C1N(CC=C(C1(F)F)OS(=O)(=O)C(C(C(C(F)(F)F)(F)F)(F)F)(F)F)C(=O)OCCON1CCOCC1